FC=1C=C(C(=O)N)C=C(C1F)CC1=C(C(=NC=C1)NS(NCCC)(=O)=O)F 3,4-difluoro-5-[[3-fluoro-2-(propylsulfamoylamino)pyridin-4-yl]methyl]benzamide